(12AR)-10-chloro-9-(2-chloro-6-hydroxyphenyl)-8-(methoxymethyl)-3,4,12,12a-tetrahydro-6H-pyrazino[2,1-c][1,4]benzooxazepin-2(1H)-carboxylic acid tert-butyl ester C(C)(C)(C)OC(=O)N1C[C@@H]2COC3=C(CN2CC1)C=C(C(=C3Cl)C3=C(C=CC=C3O)Cl)COC